(3S)-3-(1,4-dimethyl-1H-benzotriazol-5-yl)-3-[7-(hydroxymethyl)-1-benzothien-5-yl]propionic acid ethyl ester C(C)OC(C[C@@H](C=1C=C(C2=C(C=CS2)C1)CO)C1=C(C2=C(N(N=N2)C)C=C1)C)=O